(S)-quinuclidin-3-yl (5-(3-(difluoromethyl)phenyl)-2,2-diethyl-2,3-dihydro-1H-inden-1-yl)carbamat FC(C=1C=C(C=CC1)C=1C=C2CC(C(C2=CC1)NC(O[C@@H]1CN2CCC1CC2)=O)(CC)CC)F